4,4'-(4,10-bis(2-(tert-butyloxy)-2-oxoethyl)-1,4,7,10-tetraazacyclododecane-1,7-diyl)bis(5-tert-butyloxy-5-oxopentanoic acid) C(C)(C)(C)OC(CN1CCN(CCN(CCN(CC1)C(CCC(=O)O)C(OC(C)(C)C)=O)CC(OC(C)(C)C)=O)C(CCC(=O)O)C(=O)OC(C)(C)C)=O